(S)-6-((1-amino-1-oxopropan-2-yl)amino)-2-(5-(5-(trifluoromethyl)pyridin-2-yl)-3,4-dihydroisoquinolin-2(1H)-yl)pyrimidine-4-carboxamide NC([C@H](C)NC1=CC(=NC(=N1)N1CC2=CC=CC(=C2CC1)C1=NC=C(C=C1)C(F)(F)F)C(=O)N)=O